(6,6-Dimethyl-11-oxo-6,11-dihydro-benzo[b]naphtho[2,3-d]furan-8-yloxy)-acetic acid methyl ester COC(COC=1C=C2C(C3=C(C4=C(O3)C=CC=C4)C(C2=CC1)=O)(C)C)=O